C[Si](CCOCN1C(C2=CC=CC=C2C=N1)=O)(C)C 2-((2-(trimethylsilyl)ethoxy)methyl)phthalazin-1(2H)-one